NC1=NC=CC(=C1)C[C@@H]1[C@H](N(C1=O)C(=O)N[C@H](CC)C=1C=NC(=CC1)C)C(=O)N(C)C=1C=NN(C1)C (2S,3R)-3-((2-aminopyridin-4-yl)methyl)-N2-(1-methyl-1H-pyrazol-4-yl)-N1-((R)-1-(6-methylpyridin-3-yl)propyl)-N2-methyl-4-oxoazetidine-1,2-dicarboxamide